COC1=CC=C(CN2C3=C(C=C(CC2=O)C=2OC(=CN2)C)C=CC(=C3)C=3C=NN(C3)C3COCC3)C=C1 1-(4-methoxybenzyl)-4-(5-methyloxazol-2-yl)-8-(1-(tetrahydrofuran-3-yl)-1H-pyrazol-4-yl)-1,3-dihydro-2H-benzo[b]azepin-2-one